FC1([C@H]2C/C(/[C@H]([C@@H](C1)N2)OC)=C/C2=CC=C(N=N2)C=2C=C1C=CN=CC1=CC2O)F 6-(6-((Z)-((1R,2R,5R)-6,6-difluoro-2-methoxy-8-azabicyclo[3.2.1]octan-3-ylidene)methyl)pyridazin-3-yl)isoquinolin-7-ol